C(C1=CC=CC=C1)N1CC(C1)C[C@H](CO)O (R)-3-(1-benzylazetidin-3-yl)propane-1,2-diol